OC/C=C/CCCNC(OC(C)(C)C)=O Tert-Butyl N-[(E)-6-hydroxyhex-4-enyl]carbamate